FC1=C(C=CC(=C1)F)C1=CC(=CC=C1)[C@H](CC(=O)[O-])NC(=O)NC1=C(C2=C(N(C1=O)C)C=CS2)[O-].[Na+].[Na+] Natrium (S)-3-(2',4'-Difluorobiphenyl-3-yl)-3-(3-(4-methyl-7-oxido-5-oxo-4,5-dihydrothieno[3,2-b]pyridin-6-yl)ureido)propanoat